C1(C=CC(N1CCCCCN1C(C=CC1=O)=O)=O)=O N,N'-Pentamethylenbismaleimid